N-iodomorpholine IN1CCOCC1